C1(CC1)CN1CC[C@]23CCN(CC[C@]2([C@H]1CC1=CC=C(C=C13)C(NC)=O)O)C(=O)OC(C)(C)C tert-butyl (5aS,6R,11bR)-14-(cyclopropylmethyl)-5a-hydroxy-10-(methylcarbamoyl)-1,2,5,5a,6,7-hexahydro-6,11b-(epiminoethano)naphtho[1,2-d]azepine-3(4H)-carboxylate